6-(5-Fluoro-2-((4-fluoro-3-(4-methylpiperazin-1-yl)phenyl)amino)pyrimidin-4-yl)-4,4-diMethyl-3,4-dihydroisoquinolin FC=1C(=NC(=NC1)NC1=CC(=C(C=C1)F)N1CCN(CC1)C)C=1C=C2C(CN=CC2=CC1)(C)C